FC1=C(C=CC=C1OC)C1=C(C2=C(N=C(N=C2N[C@H]2C[C@@H](CC2)OC)C=2N(C=CN2)C)S1)C |r| rac-6-(2-Fluoro-3-methoxyphenyl)-N-((1R,3R)-3-methoxycyclopentyl)-5-methyl-2-(1-methyl-1H-imidazol-2-yl)thieno[2,3-d]pyrimidin-4-amine